(s)-N-(1,3-Dimethylbutyl)-N'-phenyl-p-phenylenediamine C[C@@H](CC(C)C)NC1=CC=C(C=C1)NC1=CC=CC=C1